COCCCN=C=N 3-methoxypropyl-carbodiimide